[6-(3-cyclopropyl-1H-1,2,4-triazol-5-yl)-2-azaspiro[3.3]heptan-2-yl]-[6-[[5-(difluoromethyl)thiazol-2-yl]methyl]-2,6-diazaspiro[3.3]heptan-2-yl]methanone C1(CC1)C1=NNC(=N1)C1CC2(CN(C2)C(=O)N2CC3(C2)CN(C3)CC=3SC(=CN3)C(F)F)C1